6-PHOSPHOGLUCONATE P(=O)(O)(O)OC[C@H]([C@H]([C@@H]([C@H](C(=O)[O-])O)O)O)O